3-cyano-piperidine C(#N)C1CNCCC1